(2R,4R)-1-(3-chloro-2-fluorobenzyl)-4-((4-hydroxy-6-((3-methyl-1H-pyrazol-5-yl)amino)pyridin-2-yl)methyl)-2-methylpiperidine-4-carboxylic acid ClC=1C(=C(CN2[C@@H](C[C@@](CC2)(C(=O)O)CC2=NC(=CC(=C2)O)NC2=CC(=NN2)C)C)C=CC1)F